C(C)(C)(C)OC(=O)N1CCN(CC1)C1=CC(=NN1C)C1=C(C(=CC=C1)Br)OC 4-(3-(3-bromo-2-methoxyphenyl)-1-methyl-1H-pyrazol-5-yl)piperazine-1-carboxylic acid tert-butyl ester